C(C1=CC=CC=C1)OC(N(CC1=CC=CC=C1)[C@H](CC)[C@H]1OC(C(CC1)N=[N+]=[N-])O)=O Benzyl((1R)-1-((2S)-5-azido-6-hydroxytetrahydro-2H-pyran-2-yl)propyl)(benzyl)carbamate